[1-[5-(tert-Butoxycarbonylamino)-2-pyridinyl]-3-cyano-pyrazol-4-yl]boronic acid C(C)(C)(C)OC(=O)NC=1C=CC(=NC1)N1N=C(C(=C1)B(O)O)C#N